CC1(O[C@H]2[C@@H](O1)C(C[C@@H]2C2CN(CCC2)C(=O)OC(C)(C)C)=O)C tert-butyl 3-[(3aR,4R,6aR)-2,2-dimethyl-6-oxo-tetrahydrocyclopenta[d][1,3]dioxol-4-yl]piperidine-1-carboxylate